FC1=C(C=CC=C1)COC1=CC=2N(C=C1)N=C(C2)C 5-[(2-fluorophenyl)methoxy]-2-methylpyrazolo[1,5-a]pyridine